NC(C(=O)O)CC1=CC(=C(C=C1)NC1=NC=C(C(=N1)C=1C=C(C=CC1)C)C(F)(F)F)OC 2-amino-3-(3-methoxy-4-((4-m-tolyl-5-(trifluoromethyl)pyrimidin-2-yl)amino)phenyl)propanoic acid